C1(CCCCC1)[C@@H]1[C@H](C1)NC(=O)NCC1=CC(=NC=C1)N1C=NC=C1 1-[(1S,2R)-2-cyclohexylcyclopropyl]-3-[(2-imidazol-1-ylpyridin-4-yl)methyl]urea